C(C1=CC=CC=C1)N(C(=S)SSCCCCCC)CC1=CC=CC=C1 dibenzylthiocarbamoyldithiohexane